n-butyl (salicylate) carbonate C(O)(O)=O.C(C=1C(O)=CC=CC1)(=O)OCCCC